OC1=C(C(=C2CC[C@@](OC2=C1C)(C1=CC=CC=C1)OC)OC)C (2R)-7-hydroxy-2,5-dimethoxy-6,8-dimethylflavan